ClCC1=NC2=C(N1CCOC)C=C(C=C2)C(=O)OC methyl 2-(chloromethyl)-1-(2-methoxyethyl)-1H-benzoimidazole-6-carboxylate